FC1=C(C=CC(=C1C)OC1=CC2=C(N(N=N2)C)C=C1)NC1=NC=NC2=C1N=C(N=C2)N2C[C@@H](C[C@@H](C2)C)NC(C=C)=O N-((3R,5S)-1-(8-((2-fluoro-3-methyl-4-((1-methyl-1H-benzo[d][1,2,3]triazol-5-yl)oxy)phenyl)amino)pyrimido[5,4-d]pyrimidin-2-yl)-5-methylpiperidin-3-yl)acrylamide